[Sn](O)(O)O tin trihydroxide